(7-((3-methyl-4-((1-methyl-1H-benzimidazol-5-yl)oxy)phenyl)amino)pyrazolo[1,5-a]pyrimidine-6-carbonyl)serine methyl ester COC([C@@H](NC(=O)C=1C=NC=2N(C1NC1=CC(=C(C=C1)OC1=CC3=C(N(C=N3)C)C=C1)C)N=CC2)CO)=O